C1(=C(C=CC=C1)C1=C(C(=C2C(=C1)N=C1C=CC3=C4C=CC=CC4=NC3=C12)C1=CC=CC=C1)C1=C(C=CC=C1)C1=CC=CC=C1)C1=CC=CC=C1 di(biphenylyl)(phenyl)indolocarbazole